N-[(3-methylcyclopent-2-en-1-ylidene)amino]Carbamic acid tert-butyl ester C(C)(C)(C)OC(NN=C1C=C(CC1)C)=O